FC1=CC(=C(N)C=C1COC)I 4-fluoro-2-iodo-5-(methoxymethyl)aniline